The molecule is a glycine derivative that is glycinamide in which one of the amino hydrogens is replaced by a 9-beta-D-ribofuranosylpurin-6-yl group. It is a nucleoside analogue, a glycine derivative and an amino acid amide. It derives from an adenosine. C1=NC(=C2C(=N1)N(C=N2)[C@H]3[C@@H]([C@@H]([C@H](O3)CO)O)O)NCC(=O)N